1-(4-((4-((1H-indol-7-yl)amino)-7-methoxyquinazolin-6-yl)oxy)piperidin-1-yl)prop-2-en-1-one N1C=CC2=CC=CC(=C12)NC1=NC=NC2=CC(=C(C=C12)OC1CCN(CC1)C(C=C)=O)OC